1-hydroxyanisole OC1(CC=CC=C1)OC